3-(3-nitrophenyl)acryloyl chloride [N+](=O)([O-])C=1C=C(C=CC1)C=CC(=O)Cl